C1(=CC=CC=C1)C#CC1=CC(=NC=C1)CN1CCC2(CCCC2)CC1 8-((4-(phenylethynyl)pyridin-2-yl)methyl)-8-azaspiro[4.5]decane